COCCC1=NC(=NC(=N1)N1N=CC=C1)N (2-methoxyethyl)-6-(1H-pyrazol-1-yl)-1,3,5-triazin-2-amine